C(C1=CC=CC=C1)SC1=NC=CC(=C1)NC(=O)[C@@H]1O[C@]([C@H]([C@H]1C1=C(C=C(C(=C1)F)F)OC([2H])([2H])[2H])C)(C(F)(F)F)C (2R,3S,4S,5R)-N-[2-(benzylmercapto)pyridin-4-yl]-3-[4,5-difluoro-2-(2H3)methoxyphenyl]-4,5-dimethyl-5-(trifluoromethyl)oxolane-2-carboxamide